3-(3-(cyclopentyloxy)-4-methoxyphenyl)-1H-imidazo[4,5-b]pyridin-2(3H)-one C1(CCCC1)OC=1C=C(C=CC1OC)N1C(NC=2C1=NC=CC2)=O